BrCCCCOC=1C(OC2=C(C1C)C=CC=C2)=O (4-bromobutoxy)-4-methyl-2H-benzopyran-2-one